2-[[(1R)-1-(3,6-Dimethyl-4-oxo-2-phenyl-chromen-8-yl)-ethyl]amino]benzamide CC1=C(OC2=C(C=C(C=C2C1=O)C)[C@@H](C)NC1=C(C(=O)N)C=CC=C1)C1=CC=CC=C1